N-((R)-1-(3-(1,1-difluoroethyl)-2-fluorophenyl)ethyl)-4-(((1R,5S,6s)-3-methyl-3-azabicyclo[3.1.0]hexan-6-yl)amino)-6-oxo-1-((R)-spiro[2.2]pentan-1-yl)-1,6-dihydropyridine-3-carboxamide FC(C)(F)C=1C(=C(C=CC1)[C@@H](C)NC(=O)C1=CN(C(C=C1NC1[C@@H]2CN(C[C@H]12)C)=O)[C@@H]1CC12CC2)F